C(N)(=O)C1=NN(C2=CC=C(C=C12)C(=O)O)CC(=O)N(C(C)C)CC(=O)NC=1C(=C(C=CC1)C1=C(C=CC=C1)Cl)F 3-carbamoyl-1-(2-((2-((2'-chloro-2-fluoro-[1,1'-biphenyl]-3-yl)amino)-2-oxoethyl)(isopropyl)amino)-2-oxoethyl)-1H-indazole-5-carboxylic acid